pyridine Chloride methyl-1,2,4,5-tetrahydrobenzo[4,5]imidazo[1,2-d][1,4]oxazepine-9-carboxylate COC(=O)C1=CC2=C(N=C3N2CCOCC3)C=C1.[Cl-].N1=CC=CC=C1